N[C@H](C(=O)O)CC1=CNC2=CC(=CC=C12)Br (S)-2-amino-3-(6-bromo-1H-indol-3-yl)propionic acid